racemic-N-(5,6-difluoro-1H-indol-3-yl)-N'-(2,2,2-trifluoro-1-phenylethyl)ethanediamide FC=1C=C2C(=CNC2=CC1F)NC(C(=O)N[C@@H](C(F)(F)F)C1=CC=CC=C1)=O |r|